ClC1=CC=CC=2N1N=C(N2)C2=C1C=C(N=CC1=C(N=C2)NC)C2(CC2)C(=O)N (5-(5-chloro-[1,2,4]triazolo[1,5-a]pyridin-2-yl)-8-(methylamino)-2,7-naphthyridin-3-yl)cyclopropanecarboxamide